C1(CC1)N1N=CC(=C1)[C@@H]1OCCC(C1)C1=NC=2NC(C(NC2C(=N1)C1=C(C=C(C(=C1)C(F)(F)F)F)F)C)C 2-((2R)-2-(1-cyclopropyl-1H-pyrazol-4-yl)tetrahydro-2H-pyran-4-yl)-4-(2,4-difluoro-5-(trifluoromethyl)phenyl)-6,7-dimethyl-5,6,7,8-tetrahydropteridine